CC=1C(=C(C(=O)OC2=CC=CC=C2)C=CC1)C Phenol dimethyl-benzoate